[N+](=O)([O-])C1=C(C=CC=C1)S(=O)(=O)C(F)(F)F 1-nitro-2-trifluoromethanesulfonyl-benzene